O=C1NC(CCC1N1C(N(C2=C1C=CC=C2N2CCC(CC2)N(CCN2N=C1C=C(C(=CC1=C2)NC(=O)C2=NC(=CC=C2)C(F)(F)F)OC)C)C)=O)=O N-[2-[2-[[1-[1-(2,6-dioxo-3-piperidyl)-3-methyl-2-oxo-benzoimidazol-4-yl]-4-piperidyl]-methyl-amino]ethyl]-6-methoxy-indazol-5-yl]-6-(trifluoromethyl)pyridine-2-carboxamide